(1R,3S)-3-(3-{[(2-methyl-1,3-thiazol-5-yl)acetyl]-amino}-1H-pyrazol-5-yl)-cyclopentyl (2S,3R)-3-hydroxy-2,3-dimethyl-azetidine-1-carboxylate O[C@]1([C@@H](N(C1)C(=O)O[C@H]1C[C@H](CC1)C1=CC(=NN1)NC(CC1=CN=C(S1)C)=O)C)C